CC(C)(OC(NCCCCCNC([C@H](COC(C)(C)C)NC(OCC1=CC=CC=C1)=O)=O)=O)C benzyl (s)-(2,2,16,16-tetramethyl-4,12-dioxo-3,15-dioxa-5,11-diazaheptadecan-13-yl)carbamate